C1=C(C=CC2=CC=CC=C12)C(=O)[O-].[Na+] sodium β-naphthoate